2-naphthoylamino-5-(5-nitrothiophene-2-yl)methyleneaminothiophene-3,4-dicarboxylic acid diethyl ester C(C)OC(=O)C1=C(SC(=C1C(=O)OCC)N=CC=1SC(=CC1)[N+](=O)[O-])NC(=O)C1=CC2=CC=CC=C2C=C1